COCCNC1=NC=CC=N1 N-(2-methoxyethyl)pyrimidin-2-amine